tert-butyl 6-(azidomethyl)-2-(dimethoxymethyl)pyrrolo[3,2-c]pyridine-1-carboxylate N(=[N+]=[N-])CC1=CC2=C(C=N1)C=C(N2C(=O)OC(C)(C)C)C(OC)OC